((ethane-1,2-diylbis(oxy))bis(ethane-2,1-diyl))bis(2-bromoacetamide) C(COCCC(C(=O)N)Br)OCCC(C(=O)N)Br